C(C)(C)(C)OC(CC[C@H](C(=O)N)N1C(C2=CC(=C(C=C2C1=O)F)F)=O)=O (R)-5-amino-4-(5,6-difluoro-1,3-dioxoisoindolin-2-yl)-5-oxopentanoic acid tert-butyl ester